C(C)(C)(C)C1=CC=C(C=C1)[N+]#[C-] 4-TERT-BUTYLPHENYLISOCYANIDE